C(CCC)C(CCCCCCF)C(=O)OCCCCCCCCN(CCCCCCC(C(=O)OCCCCCCCCC)C)CCCCO nonyl 8-{[8-(1-butyl-7-fluoroheptylcarbonyloxy)octyl](4-hydroxybutyl)amino}-2-methyloctanoate